C(C)(C)(C)OC(N[C@@H]1C(N(C[C@H]1C1=CC=C(C=C1)OC)C(CO)(C)C)=O)=O |o1:7,11| [(3S*,4R*)-1-(1-Hydroxy-2-methylpropan-2-yl)-4-(4-methoxyphenyl)-2-oxopyrrolidin-3-yl]carbamic Acid Tert-Butyl Ester